N1(CCOCC1)NC(=O)C=1N=C(N(C1CO)C1=CC=C(C=C1)C#CCCF)C1=C(C=C(C=C1)Cl)Cl 2-(2,4-Dichloro-phenyl)-1-[4-(4-fluoro-but-1-ynyl)-phenyl]-5-hydroxymethyl-1H-imidazole-4-carboxylic acid morpholin-4-ylamide